Cl.O1CC(CC1)C(=O)OC1=C2C(=CNC2=CC=C1)CCN(C)C 3-(2-(Dimethylamino)ethyl)-1H-indol-4-yl tetrahydrofuran-3-carboxylate hydrochloride